N-(3-(7-((4-methoxybenzyl)(methyl)amino)-1,6-naphthyridin-3-yl)-4-methylphenyl)-5-(trifluoromethyl)nicotinamide COC1=CC=C(CN(C2=NC=C3C=C(C=NC3=C2)C=2C=C(C=CC2C)NC(C2=CN=CC(=C2)C(F)(F)F)=O)C)C=C1